3-((2-ethyl-7-methyl-1,1-dioxo-3-oxo-2,3-dihydrobenzo[d]isothiazol-6-yl)oxy)-5-fluorobenzonitrile C(C)N1S(C2=C(C1=O)C=CC(=C2C)OC=2C=C(C#N)C=C(C2)F)(=O)=O